3-(5-(3,8-diazabicyclo[3.2.1]octan-8-yl)-4-fluoro-1-oxoisoindoline-2-yl)piperidine C12CNCC(CC1)N2C=2C(=C1CN(C(C1=CC2)=O)C2CNCCC2)F